(1R,5S)-8-(3-fluorophenethyl)-8-azabicyclo[3.2.1]octane FC=1C=C(CCN2[C@@H]3CCC[C@H]2CC3)C=CC1